α,α-dideutero-N,N-dimethyltryptamine fumarate C(\C=C\C(=O)O)(=O)O.[2H]C(N(C)C)(CC1=CNC2=CC=CC=C12)[2H]